COC(C(=C)NC(C(=C)NC(=O)C=1N=C(SC1)N1CCN(CC1)C(=O)OC(C)(C)C)=O)=O Tert-butyl 4-(4-((3-((3-methoxy-3-oxoprop-1-en-2-yl)amino)-3-oxoprop-1-en-2-yl)carbamoyl)thiazol-2-yl)piperazine-1-carboxylate